(R)-1-(2-methyl-pyridin-3-yl)ethyl (1-methyl-4-(6-methyl-5-(methyl-sulfonamido)pyridin-2-yl)-1H-1,2,3-triazol-5-yl)carbamate CN1N=NC(=C1NC(O[C@H](C)C=1C(=NC=CC1)C)=O)C1=NC(=C(C=C1)NS(=O)(=O)C)C